ClC1=C(C=CC(=C1)Cl)C=1CCCC2=C(C1C1=CC=C(C=C1)O[C@@H]1CN(CC1)CCCF)C=CC(=C2)C2=NNC(=C2)N (S)-3-(8-(2,4-dichlorophenyl)-9-(4-((1-(3-fluoropropyl)pyrrolidin-3-yl)oxy)phenyl)-6,7-dihydro-5H-benzo[7]annulen-3-yl)-1H-pyrazol-5-amine